C(C)(=O)C=1C=CC(=NC1)NC(=O)C=1C(=CC(=C(C1)NC(=O)C1=CN=C(S1)NC(OC(C)(C)C)=O)C)F tert-butyl N-[5-[[5-[(5-acetylpyridin-2-yl)carbamoyl]-4-fluoro-2-methylphenyl]carbamoyl]-1,3-thiazol-2-yl]carbamate